1,3-dimethyl-2,4-dioxo-1,2,3,4-tetrahydro-5H-pyrrole CN1C(C(C(C1)=O)C)=O